2-(6-fluoro-2-hydroxy-3-methoxyphenyl)imidazole FC1=CC=C(C(=C1C=1NC=CN1)O)OC